CN(C(=O)C1=CC=C(C=C1)C=1C=CC(=NC1)NC1=CC2=C(OCCN2C(=O)OC(C)(C)C)N=C1)C tert-Butyl 7-[[5-[4-(dimethylcarbamoyl)phenyl]-2-pyridyl]amino]-2,3-dihydropyrido[2,3-b][1,4]oxazine-1-carboxylate